tert-butyl(((1r,4r)-4-((4-aminophenoxy)methyl)cyclohexyl)methyl)carbamate C(C)(C)(C)OC(NCC1CCC(CC1)COC1=CC=C(C=C1)N)=O